[1-(trimethylsilyl)-3-buten-1-yl]benzene C[Si](C(CC=C)C1=CC=CC=C1)(C)C